C(C=C)N(\N=N\N(C)CC=C)C (E)-1,4-diallyl-1,4-dimethyltetrazene